8-benzyl-3-thia-8-aza-bicyclo[3.2.1]octane-1-carboxylate C(C1=CC=CC=C1)N1C2(CSCC1CC2)C(=O)[O-]